BrC=1C=CC(=C(C1)NC=O)OC(F)(F)F N-(5-bromo-2-(trifluoromethoxy)phenyl)carboxamide